tert-butyl (3S,4R)-4-(3-(2,3-dihydro-1H-pyrrolo[1,2-a]indol-9-yl)-1,2,4-oxadiazol-5-yl)-3-fluoropiperidine-1-carboxylate C1CCN2C1=C(C=1C=CC=CC21)C2=NOC(=N2)[C@@H]2[C@@H](CN(CC2)C(=O)OC(C)(C)C)F